2-(4-((2-(1-(5-ethylpyrimidin-2-yl)piperidin-4-yl)ethoxy)methyl)-3-fluorophenyl)-1-(3-(hydroxymethyl)azetidin-1-yl)ethan-1-one C(C)C=1C=NC(=NC1)N1CCC(CC1)CCOCC1=C(C=C(C=C1)CC(=O)N1CC(C1)CO)F